1-N'-[3-chloro-4-(6,7-dimethoxypyrido[3,2-d]pyrimidin-4-yl)oxyphenyl]-1-N-(4-fluorophenyl)cyclopropane-1,1-dicarboxamide ClC=1C=C(C=CC1OC=1C2=C(N=CN1)C=C(C(=N2)OC)OC)NC(=O)C2(CC2)C(=O)NC2=CC=C(C=C2)F